O(N(NC(=O)N)S(=O)(=O)C1=CC=CC=C1)N(NC(=O)N)S(=O)(=O)C1=CC=CC=C1 oxybis(benzenesulfonyl-semicarbazide)